COC(C1=CC(=C(C=C1)C)OC(C)C=1C=NC=C(C1)Br)=O 3-[1-(5-bromopyridin-3-yl)ethoxy]-4-methylbenzoic acid methyl ester